C1CC12NCCN(C2)C2=CC=C(N=N2)C2=C(N=C1N2C=C(C(=C1)OCC)C(=O)N)C (6-4,7-diazaspiro[2.5]octan-7-ylpyridazin-3-yl)-7-ethoxy-2-methylimidazo[1,2-a]pyridine-6-carboxamide